FC=1C(=C2C(=NC1C)NN=C2)C2=C1N(N=C2C2=NC=C(C=C2)F)[C@@H]2[C@H](C1)C2 (4aS,5aS)-3-(5-Fluoro-6-methyl-1H-pyrazolo[3,4-b]pyridin-4-yl)-2-(5-fluoropyridin-2-yl)-4,4a,5,5a-tetrahydrocyclopropa[4,5]pyrrolo[1,2-b]pyrazole